6-Chloro-N,N,2-trimethylimidazo[1,2-b]pyridazin-8-amine ClC=1C=C(C=2N(N1)C=C(N2)C)N(C)C